FC(OC1=C(C=C(C=C1)N1N=C(CC1=O)C)C1=NOC(=N1)C)F 1-(4-(difluoromethoxy)-3-(5-methyl-1,2,4-oxadiazol-3-yl)phenyl)-3-methyl-1H-pyrazol-5(4H)-one